ClC1=CC(=C(C=C1)CS(=O)(=O)Cl)C1OCCC1 (4-chloro-2-(tetrahydrofurane-2-yl)phenyl)methanesulfonyl chloride